2-propylhydroxy-4,4-bipyridine C(CC)C1=NC=CC(=C1O)C1=CC=NC=C1